N1(CCCCC1)C(=O)C=1C=NN2C1C=CC=C2C2=CC=C(C=C2)NC(C2=CN=CC=C2)=O N-(4-(3-(piperidine-1-carbonyl)pyrazolo[1,5-a]Pyridin-7-yl)phenyl)nicotinamide